FC(C1=NN=C(O1)C1=CC=2N(C=C1)C=C(N2)CN(S(=O)(=O)C2CCN(CC2)C(C(F)(F)F)=O)C2=CC(=CC=C2)F)F N-((7-(5-(difluoromethyl)-1,3,4-oxadiazol-2-yl)imidazo[1,2-a]pyridin-2-yl)methyl)-N-(3-fluorophenyl)-1-(2,2,2-trifluoroacetyl)piperidine-4-sulfonamide